4-methyl-N-(5-(5-methyl-1,2,4-oxadiazol-3-yl)-2,3-dihydro-1H-inden-1-yl)picolinamide CC1=CC(=NC=C1)C(=O)NC1CCC2=CC(=CC=C12)C1=NOC(=N1)C